(2R)-3-methylbutan-2-amine hydrochloride Cl.CC([C@@H](C)N)C